(4-(1H-imidazol-2-yl)piperidin-1-yl)(2'-fluoro-[1,1'-biphenyl]-4-yl)methanone N1C(=NC=C1)C1CCN(CC1)C(=O)C1=CC=C(C=C1)C1=C(C=CC=C1)F